(S)-N-(3-methyl-1,2,3,4,4a,5-hexahydrobenzo[b]pyrazino[1,2-d][1,4]oxazin-8-yl)formamide CN1C[C@@H]2N(C3=C(OC2)C=C(C=C3)NC=O)CC1